NC=1N=C(SC1C(C1=CC=C(C=C1)OCC(=O)NCC1=NC2=C(N1)C=CC=C2)=O)N(C2=CC=C(C=C2)F)C(C(=O)N)C (N-[4-Amino-5-[4-[2-(1H-benzimidazol-2-ylmethylamino)-2-oxoethoxy]benzoyl]thiazol-2-yl]-4-fluoroanilino)propanamid